4-(8-(3-acrylamidophenyl)quinazolin-6-yl)-N-(4-cyclopropylpyridin-2-yl)-3-methoxybenzamide C(C=C)(=O)NC=1C=C(C=CC1)C=1C=C(C=C2C=NC=NC12)C1=C(C=C(C(=O)NC2=NC=CC(=C2)C2CC2)C=C1)OC